tert-butyl N-{3-[8-bromo-3-(2,2,2-trifluoroethyl)imidazo[1,2-a]pyridin-2-yl]prop-2-yn-1-yl}-N-[2-cyano-4-(methylcarbamoyl)phenyl]carbamate BrC=1C=2N(C=CC1)C(=C(N2)C#CCN(C(OC(C)(C)C)=O)C2=C(C=C(C=C2)C(NC)=O)C#N)CC(F)(F)F